C(C1=CC=CC=C1)N1C(C=2C=C(C(=NC2C=C1)C)C(=O)NCC=1N=NC=CC1)=O 6-benzyl-2-methyl-5-oxo-N-(pyridazin-3-ylmethyl)-5,6-dihydro-1,6-naphthyridine-3-carboxamide